(R)-tert-butyl (2,3-dihydroxypropyl)carbamate O[C@H](CNC(OC(C)(C)C)=O)CO